(R)-4-((3-fluoropyridin-2-yl)thio)-6-(1-(1-(1-hydroxypropan-2-yl)piperidin-4-yl)-5-methyl-1H-pyrazol-4-yl)pyrazolo[1,5-a]pyridine-3-carbonitrile FC=1C(=NC=CC1)SC=1C=2N(C=C(C1)C=1C=NN(C1C)C1CCN(CC1)[C@@H](CO)C)N=CC2C#N